(3-{6-azaspiro[2.5]oct-6-yl}-4-[4-(6-methyl-2-{3-oxa-8-azabicyclo[3.2.1]oct-8-yl}pyrimidin-4-yl)-1H-1,2,3-triazol-1-yl]phenyl)-2-hydroxyethane-1-sulfonamide C1CC12CCN(CC2)C=2C=C(C=CC2N2N=NC(=C2)C2=NC(=NC(=C2)C)N2C1COCC2CC1)C(CO)S(=O)(=O)N